FC(C(=O)N1CC(C1)N1N=C(C2=CC=CC(=C12)C(=O)N1CCN(CC1)C(=O)C1CN(CCC1)C)C1=CC=C(C=C1)C(F)(F)F)=C 2-fluoro-1-(3-(7-(4-(1-methylpiperidine-3-carbonyl)piperazine-1-carbonyl)-3-(4-(trifluoromethyl)phenyl)-1H-indazol-1-yl)azetidin-1-yl)prop-2-en-1-one